NC(C(=O)O)CNC(=O)N1CCN(CC1)CC(=O)O 2-amino-3-(4-(carboxymethyl)piperazine-1-carboxamido)propanoic acid